C1(=CC=CC=C1)CCCC(=O)NC=1C=CC2=C(C(=CS2)C2=CCN3CCCCC3CC2)C1 5-(4-phenylbutanoyl)amino-3-(1-azabicyclo[5.4.0]undec-3-en-4-yl)-benzothiophene